O=C1N(C(C2=C(C=CC=C12)OCCOCC(C)=O)=O)C1C(N(C(C2(CC2)C1)=O)C(=O)OC(C)(C)C)=O tert-butyl 7-(1,3-dioxo-4-(2-(2-oxopropoxy) ethoxy) isoindolin-2-yl)-4,6-dioxo-5-azaspiro[2.5]octane-5-carboxylate